C(CCCCC)C(=O)CCCCCCCCCCCCCCCCCCCC n-eicosyl hexyl ketone